2-{2-fluoro-5-[(2S)-2-methylmorpholin-4-yl]-3-(trifluoromethyl)phenyl}-5-methyl-4-{[1-(propan-2-yl)-1H-pyrazol-4-yl]methyl}-2,4-dihydro-3H-1,2,4-triazol-3-one FC1=C(C=C(C=C1C(F)(F)F)N1C[C@@H](OCC1)C)N1N=C(N(C1=O)CC=1C=NN(C1)C(C)C)C